N-(7-((R)-3-((5-chloro-4-(1H-indol-3-yl)pyrimidin-2-yl)amino)piperidin-1-yl)heptyl)-2-((2-(2,6-dioxopiperidin-3-yl)-1,3-dioxoisoindolin-4-yl)oxy)acetamide ClC=1C(=NC(=NC1)N[C@H]1CN(CCC1)CCCCCCCNC(COC1=C2C(N(C(C2=CC=C1)=O)C1C(NC(CC1)=O)=O)=O)=O)C1=CNC2=CC=CC=C12